phenylquinazolin-4(3H)-one C1(=CC=CC=C1)C1=NC2=CC=CC=C2C(N1)=O